2-((2S,4R)-2-(1-cyclopropyl-1H-pyrazol-4-yl)tetrahydro-2H-pyran-4-yl)-6,7-dimethyl-4-(4-(trifluoromethyl)phenyl)pteridine C1(CC1)N1N=CC(=C1)[C@H]1OCC[C@H](C1)C1=NC2=NC(=C(N=C2C(=N1)C1=CC=C(C=C1)C(F)(F)F)C)C